trans-4-((4-(2-Isopropyloxazol-4-yl) pyridin-2-yl)(((trans)-4-(4-methoxy-3-methylphenyl) cyclohexyl)methyl) carbamoyl)cyclohexyl oxetan-3-ylcarbamate O1CC(C1)NC(O[C@@H]1CC[C@H](CC1)C(N(C[C@@H]1CC[C@H](CC1)C1=CC(=C(C=C1)OC)C)C1=NC=CC(=C1)C=1N=C(OC1)C(C)C)=O)=O